O=C1NC(CCC1N1C(C2=CC=C(C=C2C1)NC(=O)N1CCC2=CC(=CC=C12)C1CCOCC1)=O)=O N-(2-(2,6-dioxopiperidin-3-yl)-1-oxoisoindolin-5-yl)-5-(tetrahydro-2H-pyran-4-yl)indoline-1-carboxamide